IC1=CN(C2=NC(=CN=C21)N2C1CC(CC2CC1)NC(OC(C)(C)C)=O)COCC[Si](C)(C)C tert-butyl (endo-8-(7-iodo-5-((2-(trimethylsilyl)ethoxy)methyl)-5H-pyrrolo[2,3-b]pyrazin-3-yl)-8-azabicyclo[3.2.1]octan-3-yl)carbamate